CNC(C1=CN=C(C=C1)C(F)(F)F)=O N-methyl-6-(trifluoromethyl)nicotinamide